CC(=CCCC1CC2=C(C3=CC=CC=C3C(=C2CC1)OC1=CC=CC=C1)OC(C(=C)C)=O)C 2-(4-methyl-3-pentenyl)-9-methacryloyloxy-10-phenoxy-1,2,3,4-tetrahydroanthracene